CC1([C@H]([C@H]2CC[C@@H]1C2)NC(OCC2=CC=CC=C2)=O)C benzyl ((1S,2S,4R)-3,3-dimethylbicyclo[2.2.1]heptan-2-yl)carbamate